N-isopropyl-5-methylpyrazolo[1,5-a]pyridine-7-carboxamide C(C)(C)NC(=O)C1=CC(=CC=2N1N=CC2)C